NC1=NC(=CC2=C1N=C(N2C)CCCO)NCC2=NC=CN=C2 3-(4-amino-1-methyl-6-((pyrazin-2-ylmethyl)amino)-1H-imidazo[4,5-c]pyridin-2-yl)propan-1-ol